(R/S)-6-(3-(2-bromophenyl)piperidin-1-yl)-N4-methylpyrimidine-2,4-diamine BrC1=C(C=CC=C1)[C@@H]1CN(CCC1)C1=CC(=NC(=N1)N)NC |r|